BrC1=C(C=C2C(=NC(=NC2=C1F)S)O)I 7-bromo-8-fluoro-6-iodo-2-mercaptoquinazolin-4-ol